6-isopropyl-2-(2,6-diazaspiro[3.3]Hept-2-yl)-4H-pyrrolo[3,2-d]Thiazole C(C)(C)C1=CNC2=C1N=C(S2)N2CC1(C2)CNC1